(6R,9R)-4-hydroxy-2-(methylthio)-5,6,7,9-tetrahydro-8H-6,9-methanopyrimido[4,5-c]azepin-8-carboxylic acid tert-butyl ester C(C)(C)(C)OC(=O)N1[C@H]2C3=C(C[C@@H](C1)C2)C(=NC(=N3)SC)O